(E)-octadeca-9-en-1-ol C(CCCCCCC\C=C\CCCCCCCC)O